(2R,4aS,4bR,6aS,7R,7aS,8aR,8bR,8cR,10aR)-7-((2S,3S)-4-fluoro-3-hydroxybutan-2-yl)-2,6a-dimethyloctadecahydrocyclopropa[4,5]cyclopenta[1,2-a]phenanthren-2-ol FC[C@H]([C@@H](C)[C@H]1[C@@H]2[C@H]([C@@H]3[C@@]1(CC[C@@H]1[C@H]4CC[C@](C[C@H]4CC[C@@H]31)(O)C)C)C2)O